N-(4-(4-Fluorophenyl)thiazol-2-yl)-2-(2,2,2-trifluoroacetamido)benzamide FC1=CC=C(C=C1)C=1N=C(SC1)NC(C1=C(C=CC=C1)NC(C(F)(F)F)=O)=O